(1R,2S,5S)-3-((S)-3-cyclopropyl-2-hydroxypropanoyl)-6,6-dimethyl-N-((S)-3-oxo-1-((S)-2-oxopyrrolidin-3-yl)-4-(trifluoromethoxy)butan-2-yl)-3-azabicyclo[3.1.0]hexane-2-carboxamide C1(CC1)C[C@@H](C(=O)N1[C@@H]([C@H]2C([C@H]2C1)(C)C)C(=O)N[C@@H](C[C@H]1C(NCC1)=O)C(COC(F)(F)F)=O)O